CC(C(=O)OC)(C)C1=CC2=CN(N=C2C=C1)S(=O)(=O)C1=CC=C(C)C=C1 methyl 2-methyl-2-(2-tosyl-2H-indazol-5-yl)propanoate